4-cyclopropoxy-N-(4-((6,7-dimethoxyquinolin-4-yl)oxy)-3,5-difluorophenyl)pyridine-3-carboxamide C1(CC1)OC1=C(C=NC=C1)C(=O)NC1=CC(=C(C(=C1)F)OC1=CC=NC2=CC(=C(C=C12)OC)OC)F